3-(5-{[4-(aminomethyl)phenyl]methoxy}-1-(2-chlorobenzoyl)-4-methyl-1H-pyrazol-3-yl)-N,N-dimethyl-2-(trifluoromethyl)piperazine-1-sulfonamide NCC1=CC=C(C=C1)COC1=C(C(=NN1C(C1=C(C=CC=C1)Cl)=O)C1C(N(CCN1)S(=O)(=O)N(C)C)C(F)(F)F)C